4,4'-bipyridyl-N,N'-dioxide [N+]1(=CC=C(C=C1)C1=CC=[N+](C=C1)[O-])[O-]